N-[6-(benzyloxy)-4-bromo-2-fluoro-3-formylphenyl]-2,2,2-trifluoroacetamide C(C1=CC=CC=C1)OC1=CC(=C(C(=C1NC(C(F)(F)F)=O)F)C=O)Br